1-pentadecanoyl-2-(5Z,8Z,11Z,14Z,17Z-eicosapentaenoyl)-glycero-3-phosphoserine CCCCCCCCCCCCCCC(=O)OC[C@H](COP(=O)(O)OC[C@@H](C(=O)O)N)OC(=O)CCC/C=C\C/C=C\C/C=C\C/C=C\C/C=C\CC